ClC=1C(=C(C(=C(C1)C(CC(=O)OCC)=O)F)F)F ethyl 3-(5-chloro-2,3,4-trifluorophenyl)-3-oxopropionate